C(CCCCCCCC)OCOCC\C=C/CC[Li] (3Z)-6-(nonyloxymethoxy)-3-hexenyl-lithium